C(#N)C1=CC(=C(COC2=CC=C(C(=N2)C2=CC(=C(CC3=NC4=C(N3C[C@H]3OCC3)C=C(C=C4)C(=O)O)C=C2)F)F)C=C1)F (S)-2-(4-(6-((4-cyano-2-fluorobenzyl)oxy)-3-fluoropyridin-2-yl)-2-fluorobenzyl)-1-(oxetan-2-ylmethyl)-1H-benzo[d]imidazole-6-carboxylic acid